N1CCC(=CC1)C1=CC=2C(=NC=C(C2)C=2C=C(SC2)C(=O)NCC(F)(F)F)N1 4-(2-(1,2,3,6-tetrahydropyridin-4-yl)-1H-pyrrolo[2,3-b]pyridin-5-yl)-N-(2,2,2-trifluoroethyl)thiophene-2-carboxamide